bis(2-octyldodecyl) 3,3'-((2-(pyrrolidin-1-yl)ethyl)azanediyl)dipropionate N1(CCCC1)CCN(CCC(=O)OCC(CCCCCCCCCC)CCCCCCCC)CCC(=O)OCC(CCCCCCCCCC)CCCCCCCC